N-(4-(4-(4-(trifluoromethoxy)phenoxy)pentyl)phenyl)piperazine-1-carboxamide hydrochloride Cl.FC(OC1=CC=C(OC(CCCC2=CC=C(C=C2)NC(=O)N2CCNCC2)C)C=C1)(F)F